NC1=NC=2C=CC(=CC2C2=C1C=NN2C)C(=O)N([C@@H]2COC1=C2C=CC(=C1)OC1COC1)C 4-amino-N,1-dimethyl-N-((3S)-6-(3-oxetanyloxy)-2,3-dihydro-1-benzofuran-3-yl)-1H-pyrazolo[4,3-c]quinoline-8-carboxamide